Cl.COC=1C=C(C=C2CN(C(C12)=O)C1C(NC(CC1)=O)=O)N1CCNCC1 3-(7-methoxy-1-oxo-5-piperazin-1-yl-isoindolin-2-yl)piperidine-2,6-dione hydrochloride